C(C)(=O)OCCCCCCCCCCC#C\C=C/CC (Z)-hexadeca-13-en-11-yn-1-yl acetate